(3R)-oxazin O1NC=CC=C1